(R)-N-(4-((2-amino-3-((2-methylmorpholino)methyl)pyridin-4-yl)oxy)-3-fluorophenyl)-1-(3-fluoropyridin-2-yl)-5-(trifluoromethyl)-1H-pyrazole-4-carboxamide NC1=NC=CC(=C1CN1C[C@H](OCC1)C)OC1=C(C=C(C=C1)NC(=O)C=1C=NN(C1C(F)(F)F)C1=NC=CC=C1F)F